5-((5-(3-chloro-2-methoxy-6-(morpholin-2-ylmethoxy)phenyl)-1H-pyrazol-3-yl)amino)pyrazine-2-carbonitrile ClC=1C(=C(C(=CC1)OCC1CNCCO1)C1=CC(=NN1)NC=1N=CC(=NC1)C#N)OC